O1C[C@@H](OC2=NC=CC=C21)C2=CC=C(CN1CC=3N(CC1)C(=NN3)C(=O)N)C=C2 7-[(S)-4-(2,3-dihydro-[1,4]dioxino[2,3-b]pyridin-3-yl)-benzyl]-5,6,7,8-tetrahydro-[1,2,4]triazolo[4,3-a]pyrazine-3-carboxylic acid amide